C(C)[Si](N=[N+]=[N-])(N=[N+]=[N-])N=[N+]=[N-] Ethyl-silicon triazide